O1C[C@H](C2=C1C=CC=C2)C[C@H](NC(=O)[C@]21C3=CC=CC=C3[C@](CC2)(O1)C)B(O)O [(1R)-2-[(3S)-2,3-dihydro-1-benzofuran-3-yl]-1-{[(1R,8S)-8-methyl-11-oxatricyclo[6.2.1.02,7]undeca-2,4,6-trien-1-yl]formamido}ethyl]boronic acid